2-(7-((2S,5R)-2,5-dimethyl-4-(quinoxalin-6-ylmethyl)piperazin-1-yl)-4-methyl-5-oxo-4,5-dihydro-2H-pyrazolo[4,3-b]pyridin-2-yl)acetonitrile C[C@@H]1N(C[C@H](N(C1)CC=1C=C2N=CC=NC2=CC1)C)C=1C=2C(N(C(C1)=O)C)=CN(N2)CC#N